1-({4-[bis(2-hydroxytetradecyl)amino]cyclohexyl}[2-(4-{4-[bis(2-hydroxytetradecyl)amino]cyclohexyl}piperazin-1-yl)ethyl]amino)tetradecan-2-ol OC(CN(C1CCC(CC1)N(CC(CCCCCCCCCCCC)O)CCN1CCN(CC1)C1CCC(CC1)N(CC(CCCCCCCCCCCC)O)CC(CCCCCCCCCCCC)O)CC(CCCCCCCCCCCC)O)CCCCCCCCCCCC